CC=1N=CC=2C=CC=C(C2C1)C(=O)[O-] 3-methylisoquinoline-5-carboxylate